N[C@@H]1[C@H]([C@@H](O[C@H]2[C@H](O)[C@H]([C@H](O)[C@H](O2)CO)N)O[C@@H]([C@H]1O)CO)O 3-Amino-3-deoxy-β-D-glucopyranosyl 3-amino-3-deoxy-α-D-glucopyranoside